[C@H]12CC(C[C@H](CC1)N2)OCC=2C(=NOC2C2CC2)C2=C(C=CC=C2F)F 4-(((1R,3R,5S)-8-azabicyclo[3.2.1]octan-3-yloxy)methyl)-5-cyclopropyl-3-(2,6-difluorophenyl)isoxazole